COC(=O)C=1CC(OC(C1)=C)(C(F)(F)F)C1=CC=CC=C1 6-methylene-2-phenyl-2-(trifluoromethyl)-3,6-dihydro-2H-pyran-4-carboxylic acid methyl ester